C(C=C)(=O)N1C[C@@H](N(C[C@H]1C)C=1C2=C(N(C(N1)=O)C1=C(C=CC=C1S(=O)(=O)C(C)C)CC)N=C(C(=C2)F)C2=C(C=CC=C2O)F)C 4-((2S,5R)-4-acryloyl-2,5-dimethylpiperazin-1-yl)-1-(2-ethyl-6-(isopropylsulfonyl)phenyl)-6-fluoro-7-(2-fluoro-6-hydroxyphenyl)pyridino[2,3-d]pyrimidin-2(1H)-one